C1(=CC=CC=C1)NC1=NN=C2N1C=C1C=CC=CC1=C2 N-phenyl-[1,2,4]triazolo[4,3-b]isoquinolin-3-amine